azepan-4-one O-methyl oxime trifluoroacetate FC(C(=O)O)(F)F.CON=C1CCNCCC1